4-(hydroxy(2-methoxyphenyl)(naphthalen-2-yl)methyl)phenol OC(C1=CC=C(C=C1)O)(C1=CC2=CC=CC=C2C=C1)C1=C(C=CC=C1)OC